C(C)C=1C(NC=2C=C(C=NC2C1)CN1CCN(CCC1)C=1C=CC(=NC1C)C(=O)NC)=O 5-(4-((7-ethyl-6-oxo-5,6-dihydro-1,5-naphthyridin-3-yl)methyl)-1,4-diazepan-1-yl)-N,6-dimethylpicolinamide